N/C(/CC1(CCN(CC1)C(=O)OC(C)(C)C)O)=N/O tert-butyl (E)-4-(2-amino-2-(hydroxyimino)ethyl)-4-hydroxypiperidine-1-carboxylate